Trimethyl-pentanol ruthenium oxygen [O].[Ru].CC(CCCCO)(C)C